CC1=CCC(CC1)(CO)CO 4-methyl-3-cyclohexene-1,1-dimethanol